4-(4-ethoxy-2-fluoro-phenyl)-5-[4-[(3S)-1-(3-fluoropropyl)pyrrolidin-3-yl]oxyphenyl]-2,3-dihydro-1-benzothiepin-8-ol C(C)OC1=CC(=C(C=C1)C=1CCSC2=C(C1C1=CC=C(C=C1)O[C@@H]1CN(CC1)CCCF)C=CC(=C2)O)F